FC1(CNCCC1)C(=O)OCC ethyl 3-fluoropiperidine-3-carboxylate